C[C@@H]1O[C@@H](CN(C1)C1=CC(=CC(=N1)C1=NC2=CC(=NC=C2C=C1)CNC(C1=NC=C(C(=C1)S(=O)(=O)C)C)=O)F)C N-((2-(6-((cis)-2,6-dimethylmorpholino)-4-fluoropyridin-2-yl)-1,6-naphthyridin-7-yl)methyl)-5-methyl-4-(methylsulfonyl)picolinamide